3-(2-(6-(((tert-butyldimethylsilyl)oxy)methyl)-4-chloro-7H-pyrrolo[2,3-d]pyrimidin-7-yl)acetamido)pyrrolidine-1-carboxylic acid tert-butyl ester C(C)(C)(C)OC(=O)N1CC(CC1)NC(CN1C(=CC2=C1N=CN=C2Cl)CO[Si](C)(C)C(C)(C)C)=O